C(CCOC=1C(=C(C(=CC1C(C)(CC(C)(C)C)C)C1=CC(=CC(=C1)F)C)O)N1C2=CC(=CC=C2C=2C=CC(=CC12)[Si](CCCCCCCC)(C(C)C)C(C)C)[Si](CCCCCCCC)(C(C)C)C(C)C)OC=1C(=C(C(=CC1C(C)(CC(C)(C)C)C)C1=CC(=CC(=C1)F)C)O)N1C2=CC(=CC=C2C=2C=CC(=CC12)[Si](CCCCCCCC)(C(C)C)C(C)C)[Si](CCCCCCCC)(C(C)C)C(C)C (propane-1,3-diylbis(oxy))bis(3-(2,7-bis(diisopropyl-(octyl)silyl)-9H-carbazol-9-yl)-5'-fluoro-3'-methyl-5-(2,4,4-trimethylpentan-2-yl)-[1,1'-biphenyl]-2-ol)